2-[(2S)-2-benzyloxypropoxy]ethanol C(C1=CC=CC=C1)O[C@H](COCCO)C